Benzothiazol-6-yl carbonate C(OC1=CC2=C(N=CS2)C=C1)([O-])=O